bis(2,3,5,6-tetrafluorophenyl) (tert-butoxycarbonyl)-L-glutamate C(C)(C)(C)OC(=O)N[C@@H](CCC(=O)OC1=C(C(=CC(=C1F)F)F)F)C(=O)OC1=C(C(=CC(=C1F)F)F)F